FC1=CC=CC=2N(C(=NC21)C=2C(=NSN2)N)CC=2N=NC=CC2 4-(4-fluoro-1-(pyridazin-3-ylmethyl)-benzoimidazol-2-yl)-1,2,5-thiadiazol-3-amine